5-(isoxazol-3-ylamino)-2,3-diphenyl-6-(quinolin-6-yl)pyrazolo[1,5-a]pyrimidin-7(4H)-one O1N=C(C=C1)NC=1NC=2N(C(C1C=1C=C3C=CC=NC3=CC1)=O)N=C(C2C2=CC=CC=C2)C2=CC=CC=C2